benzyl 2-(4-formylpiperidin-1-yl)acetate C(=O)C1CCN(CC1)CC(=O)OCC1=CC=CC=C1